N,N-bis(difluoroethyl)formamide FC(CN(C=O)CC(F)F)F